ClC=1C=C(C=C(C1OC1=NC=C(C(=C1)S(=O)(=O)CC)O)Cl)N1N=C(C(NC1=O)=O)C(F)F 2-(3,5-dichloro-4-((4-(ethylsulfonyl)-5-hydroxypyridin-2-yl)oxy)phenyl)-6-(difluoromethyl)-1,2,4-triazine-3,5(2H,4H)-dione